CC1=CC2=C(C[CH-]O2)C=C1[N+](=O)[O-] 6-methyl-5-nitro-2,3-dihydrobenzofuraniD